rac-3-cyclobutyl-1,4'-bipiperidine hydrochloride Cl.C1(CCC1)[C@@H]1CN(CCC1)C1CCNCC1 |r|